N[C@@H](CC(=O)O)C (R)-3-AMINOBUTYRIC ACID